C(C)OC1=C(C=CC(=C1)C(F)(F)F)C=1N=CN(C1)C1=C(NC)C=CC(=C1)[N+](=O)[O-] 2-(4-(2-ethoxy-4-(trifluoromethyl)phenyl)-1H-imidazol-1-yl)-N-methyl-4-nitroaniline